2,4-dichloro-N-cyclopentylpyrimidine-5-carboxamide ClC1=NC=C(C(=N1)Cl)C(=O)NC1CCCC1